tert-Butyl(1-(furan-2-yl)-1-oxopropan-2-yl)carbamate C(C)(C)(C)OC(NC(C(=O)C=1OC=CC1)C)=O